CN1C=NC2=CC=C(C=C2C1=O)B1OC(C)(C)C(C)(C)O1 3-methyl-quinazoline-4(3H)-one-6-boronic acid pinacol ester